[2-({2-[3-(1-acetylpiperidin-4-yl)-5'-fluoro-1'-methyl-[4,6'-biindazol]-1-yl]ethyl}[(benzyloxy)carbonyl]amino)acetamido]acetic acid C(C)(=O)N1CCC(CC1)C1=NN(C=2C=CC=C(C12)C1=C(C=C2C=NN(C2=C1)C)F)CCN(CC(=O)NCC(=O)O)C(=O)OCC1=CC=CC=C1